ClC=1C2=C(C(=NC1)N)C(=NN2[C@@H]2CNCC2)C#CC2=CC(=CC(=C2)OC)OC (S)-7-chloro-3-((3,5-dimethoxyphenyl)ethynyl)-1-(pyrrolidin-3-yl)-1H-pyrazolo[4,3-c]pyridin-4-amine